CN(C(OC(C)(C)C)=O)CCOC1=CC(=C(C=C1)C)C(NC1(CC1)C1=CC(=CC2=CC=CC=C12)C=1SC=CC1)=O tert-butyl methyl(2-(4-methyl-3-((1-(3-(thiophen-2-yl)naphthalen-1-yl)cyclopropyl)carbamoyl)phenoxy)ethyl)carbamate